(R)-4-((3-(2-((2,6-diazaspiro[3.4]octan-2-yl)methyl)acrylamido)piperidin-1-yl)methyl)-N-(4-(4-morpholino-7H-pyrrolo[2,3-d]pyrimidin-6-yl)phenyl)picolinamide C1N(CC12CNCC2)CC(C(=O)N[C@H]2CN(CCC2)CC2=CC(=NC=C2)C(=O)NC2=CC=C(C=C2)C2=CC1=C(N=CN=C1N1CCOCC1)N2)=C